propyl-methyl-ethoxysilane C(CC)[SiH](OCC)C